C(#N)N1[C@H](C[C@H](C1)OC)C(=O)N(C1=C(C=C(C=C1)S(F)(F)(F)(F)F)F)C(C(=O)NC1CCC(CC1)(F)F)C=1C=NC=CC1 (2R,4R)-1-cyano-N-[2-[(4,4-difluorocyclohexyl)amino]-2-oxo-1-(3-pyridyl)ethyl]-N-[2-fluoro-4-(pentafluoro-λ6-sulfanyl)phenyl]-4-methoxy-pyrrolidine-2-carboxamide